N1C(=CC2=CC=CC=C12)O indoleol